2-(3-bromophenyl)-6-(trifluoromethyl)-1H-benzo[d]imidazole BrC=1C=C(C=CC1)C1=NC2=C(N1)C=C(C=C2)C(F)(F)F